2-[4-(4-fluorophenoxy)phenyl]-7-(piperidin-4-yl)-4,5,6,7-tetrahydro-2H-pyrazolo[4,3-b]pyridine-3-carboxamide FC1=CC=C(OC2=CC=C(C=C2)N2N=C3C(NCCC3C3CCNCC3)=C2C(=O)N)C=C1